tert-butyl N-(5-((4-(methylsulfanyl)phenyl)methoxy)-1,3,4-thiadiazol-2-yl)carbamate CSC1=CC=C(C=C1)COC1=NN=C(S1)NC(OC(C)(C)C)=O